CN1CC2N(CC1)CCN(C2)C 2,8-dimethyl-octahydro-2H-pyrazino[1,2-a]pyrazin